CC([C@@H](C(=O)O)N(C(=O)N1CCC2(CN(CO2)C(C=C)=O)CC1)C)C (2S)-3-methyl-2-{methyl-[3-(prop-2-enoyl)-1-oxa-3,8-diazaspiro[4.5]decan-8-yl]carbonylamino}butanoic acid